sodium (1,3-dihydro-2-benzofuran-4-yl) methanesulfonate CS(=O)(=O)OC1=CC=CC=2COCC21.[Na]